N-(2-bromobenzyl)-2,4-dimethylaniline BrC1=C(CNC2=C(C=C(C=C2)C)C)C=CC=C1